2,4-Dimethylhexylacetat CC(COC(C)=O)CC(CC)C